phenyllactic acid lead [Pb].C1(=CC=CC=C1)C(C(=O)O)(O)C